C(C)(C)OC1=NC=CC=C1C 2-isopropoxy-3-methylpyridine